O=C(CC1=CC=C(OC2CN(C2)C=2C=C(C(=O)O)C=CC2)C=C1)NC=1C=NC=CC1 3-(3-(4-(2-oxo-2-(pyridin-3-ylamino)ethyl)phenoxy)azetidin-1-yl)benzoic acid